3,5-Bis(hydroxymethyl)-2,6-heptandiol OCC(C(C)O)CC(C(C)O)CO